C(C)(=O)OC1OC(OC1)=O 2-oxo-1,3-dioxolan-4-yl acetate